BrC1=CC=C(C=N1)CNC=1C=C(C(=O)N[C@@H]2[C@H](CCCC2)O)C=CC1C 3-{[(6-bromopyridin-3-yl)methyl]amino}-N-[(1S,2S)-2-hydroxycyclohexyl]-4-methylbenzamide